4-(7-Methyl-2-((6-methylbenzo[c][1,2,5]thiadiazol-5-yl)amino)-8-oxo-7,8-Dihydro-9H-purin-9-yl)tetrahydro-2H-pyran-4-carbonitrile CN1C(N(C2=NC(=NC=C12)NC1=CC=2C(=NSN2)C=C1C)C1(CCOCC1)C#N)=O